2-hydroxymethyl-para-phenylenediamine OCC1=C(C=CC(=C1)N)N